7-(Cyclopentyloxy)-2-cyclopropyl-N-(2-methoxypyridin-3-yl)imidazo[1,2-a]pyridine-6-carboxamide C1(CCCC1)OC1=CC=2N(C=C1C(=O)NC=1C(=NC=CC1)OC)C=C(N2)C2CC2